bis[4-(dimethylamino)phenyl](cyclopentadienyl)(3,6-di-t-butyl-fluorenyl)methane CN(C1=CC=C(C=C1)C(C1=CC(=CC=2C3=CC(=CC=C3CC12)C(C)(C)C)C(C)(C)C)(C1C=CC=C1)C1=CC=C(C=C1)N(C)C)C